CC(CC(C)(OOC(C)(C)C)C)O 1,3-dimethyl-3-(t-butyl-peroxy)butanol